ClC1=CC(=C2C(=N1)C=CN2CC)C=O C5-chloro-1-ethyl-1H-pyrrolo[3,2-b]pyridine-7-carbaldehyde